tert-butyl (3aS,6aS)-2,3,3a,4,6,6a-hexahydro-1H-pyrrolo[2,3-c]pyrrole-5-carboxylate N1CC[C@@H]2[C@H]1CN(C2)C(=O)OC(C)(C)C